4-methyl-5-(1-propionyl-5-(pyridin-4-yl)-4,5-dihydro-1H-pyrazol-3-yl)thieno[2,3-b]pyridin-6(7H)-one CC=1C2=C(NC(C1C1=NN(C(C1)C1=CC=NC=C1)C(CC)=O)=O)SC=C2